F[C@@H]1C[C@H](N(C1)C(COC(=O)N1CCN(CC1)CC1CC1)=O)C(N[C@@H](C1=CC=CC=C1)C1=CC(=C(C=C1)C1(CC1)C)F)=O 2-[(2S,4R)-4-fluoro-2-{[(S)-[3-fluoro-4-(1-methylcyclopropyl)phenyl](phenyl) methyl]carbamoyl}pyrrolidin-1-yl]-2-oxoethyl-4-(cyclopropylmethyl)piperazine-1-carboxylate